3-(4-amino-1-oxo-1,3-dihydro-isoindol-2-yl)-2,6-piperidinedione NC1=C2CN(C(C2=CC=C1)=O)C1C(NC(CC1)=O)=O